2,4,6-tris(sec-butyl)-1,3,5-trioxane C(C)(CC)C1OC(OC(O1)C(C)CC)C(C)CC